Ytterbium fluoride [F-].[Yb+3].[F-].[F-]